3-[2-(3,4-dichlorophenoxy)acetamido]-N-(pyridin-2-yl)bicyclo[1.1.1]pentane-1-carboxamide ClC=1C=C(OCC(=O)NC23CC(C2)(C3)C(=O)NC3=NC=CC=C3)C=CC1Cl